5-[2-amino-9-[(2,6-difluorophenyl)methyl]purin-6-yl]pyridine-3-carbonitrile NC1=NC(=C2N=CN(C2=N1)CC1=C(C=CC=C1F)F)C=1C=C(C=NC1)C#N